triphenyl-(Triphenyl)Phosphine C1(=CC=CC=C1)C1=C(C(=C(C=C1)P(C1=CC=CC=C1)C1=CC=CC=C1)C1=CC=CC=C1)C1=CC=CC=C1